ClC=1C=C2CC(COC2=CC1)C(=O)C1=NN(C2=CC(=CC=C12)C=1C(=NN(C1)S(=O)(=O)C1=CC=C(C)C=C1)OC)CCN(C)C (6-Chlorochroman-3-yl)(1-(2-(dimethylamino)ethyl)-6-(3-methoxy-1-tosyl-1H-pyrazol-4-yl)-1H-indazol-3-yl)methanone